CN(C)C=C1C(N(C2=CC(=CC=C12)C(CCC(=O)O)=O)CC)=O 4-(3-((dimethylamino)methylene)-1-ethyl-2-oxoindolin-6-yl)-4-oxobutanoic acid